6-Methyl-pyridine-2-carboxylic acid [5-(1-methyl-2-oxo-1,2,3,4-tetrahydro-quinolin-6-yl)-pyridin-3-ylmethyl]-amide CN1C(CCC2=CC(=CC=C12)C=1C=C(C=NC1)CNC(=O)C1=NC(=CC=C1)C)=O